C(C1=CC=CC=C1)(=O)O (S)-benzoic acid